COC(C1=C(N=C(C=C1OC)OC)C)=O 4,6-dimethoxy-2-methylnicotinic acid methyl ester